N-pyrimidinyl-p-methylaniline N1=C(N=CC=C1)NC1=CC=C(C=C1)C